3-(3-((S)-2-hydroxy-3-((R)-8-(1-methyl-2,3-dihydro-1H-pyrido[2,3-b][1,4]oxazin-7-ylsulfonyl)-1-oxa-8-azaspiro[4.5]decan-3-ylamino)propoxy)phenylsulfonyl)propan-1-ol O[C@H](COC=1C=C(C=CC1)S(=O)(=O)CCCO)CN[C@H]1COC2(C1)CCN(CC2)S(=O)(=O)C2=CC1=C(OCCN1C)N=C2